ethoxyfuroxan C(C)OC1=[N+](ON=C1)[O-]